NC=1C(=CC(=NC1N(C(CCl)=O)CC)N1N=C(C=C1C(=O)OCC)C=1C=C(C=CC1)C)N1CCOCC1 ethyl 1-(5-amino-6-(2-chloro-N-ethylacetamido)-4-morpholinopyridin-2-yl)-3-(m-tolyl)-1H-pyrazole-5-carboxylate